(2s,4s)-N-(3,4-difluorophenyl)-N-ethyl-4-(methyl-(oxetan-3-yl)amino)-1-(6-methyl-4-(trifluoromethyl)pyridin-2-yl)pyrrolidine-2-carboxamide FC=1C=C(C=CC1F)N(C(=O)[C@H]1N(C[C@H](C1)N(C1COC1)C)C1=NC(=CC(=C1)C(F)(F)F)C)CC